C(C)(=O)C1=CC(=CC=2C(N3C(=NC12)C1=CC(=CC=C1C3)Cl)=O)C 6-acetyl-3-chloro-8-methylisoindolo[1,2-b]quinazolin-10(12H)-one